ClC=1C=C(C=C(C1OC=1C=C2C(=CNC2=CC1)C)Cl)N1N=C(C(NC1=O)=O)C#N 2-(3,5-Dichloro-4-((3-methyl-1H-indol-5-yl)oxy)phenyl)-3,5-dioxo-2,3,4,5-tetrahydro-1,2,4-triazine-6-carbonitrile